CC=1C=C(C=CC1OC1=CC=NC2=CC=C(C=C12)S(=O)(=O)C)C(C(=O)O)C 2-(3-methyl-4-((6-(methylsulfonyl)quinolin-4-yl)oxy)phenyl)propanoic acid